22-di-fluoromethyl-cholanoic acid FC(C(CC(=O)O)[C@@H](C)[C@H]1CC[C@H]2[C@@H]3CCC4CCCC[C@]4(C)[C@H]3CC[C@]12C)F